C(C)C1=C(C(=CC=C1)CC)N1C(=NC(C(=C1O)CC1=CC(=C(C=C1)C=1C(=NC(=CC1)F)C)F)=O)C=1N=C(SC1)C 1-(2,6-diethylphenyl)-5-{[3-fluoro-4-(6-fluoro-2-methylpyridin-3-yl)phenyl]methyl}-6-hydroxy-2-(2-methyl-1,3-thiazol-4-yl)-1,4-dihydropyrimidin-4-one